ClC=1C(=NC=CC1)N1N=C(C=C1C(=O)NC1=C(C=C(C=C1C(NC)=O)C#N)C)CN1N=C(N=N1)C(F)(F)F 1-(3-chloro-2-pyridinyl)-4'-cyano-2'-methyl-6'-methylcarbamoyl-3-{[5-(trifluoromethyl)-2H-tetrazol-2-yl]methyl}pyrazole-5-carboxanilide